tert-butyl-(3S,4R)-3-(5-bromo-6-methoxy-2H-indazol-2-yl)-4-fluoropyrrolidine-1-carboxylic acid tert-butyl ester C(C)(C)(C)OC(=O)N1C([C@@H]([C@@H](C1)F)N1N=C2C=C(C(=CC2=C1)Br)OC)C(C)(C)C